Rel-5-[[2-[(2S,5R)-2-(7-Fluoro-1H-Indazol-5-yl)-5-methyl-1-piperidyl]-2-oxo-acetyl]amino]pyridine-3-carboxamide FC=1C=C(C=C2C=NNC12)[C@H]1N(C[C@@H](CC1)C)C(C(=O)NC=1C=C(C=NC1)C(=O)N)=O |o1:10,13|